CS(=O)(=O)OCC1CCC(CC1)CN1CCC(CC1)C=1C=NC(=CC1)NC=1N=CC2=C(N1)N(C(=C2)C(N(C)C)=O)C2CCCC2 ((1s,4s)-4-((4-(6-((7-cyclopentyl-6-(dimethylcarbamoyl)-7H-pyrrolo[2,3-d]pyrimidin-2-yl)amino)pyridin-3-yl)piperidin-1-yl)methyl)cyclohexyl)methyl methanesulfonate